5-norbornen-2-yl-(ethyl)tetramethyl-disiloxane C12C(CC(C=C1)C2)[Si](O[Si](C)(C)C)(C)CC